OC1(CCN(CC1)C1=NC=C(C=N1)B(O)O)C (2-(4-hydroxy-4-methylpiperidin-1-yl)pyrimidin-5-yl)boronic acid